C(CCC)C1OC(C2=CC(=CC=C12)NC(C)=NO)=O N-(1-butyl-3-oxo-1,3-dihydroisobenzofuran-5-yl)-N'-hydroxyacetamidine